Biphenyl-4-sulfonyl chloride C1(=CC=C(C=C1)S(=O)(=O)Cl)C1=CC=CC=C1